2-methyloctahydro-2H-pyrazino[1,2-a]pyrazine CN1CC2N(CC1)CCNC2